C(CCCCC)OC(CCCCCCCCCCC\C=C/CCO)OCCCCCC (3Z)-16,16-dihexyloxy-3-hexadecen-1-ol